2,2,2-trifluoro-1-(3,5-dimethyl-4-ethoxyphenyl)ethanone FC(C(=O)C1=CC(=C(C(=C1)C)OCC)C)(F)F